ClC1=C(C=C(C=C1)F)N=C(N)C1=C(C=2N(N=C1)C=C(C2)C)N[C@H]2C[C@H](CC2)NC(OC(C)(C)C)=O tert-butyl [(1S,3R)-3-[[3-[N'-(2-chloro-5-fluorophenyl)carbamimidoyl]-6-methylpyrrolo[1,2-b]pyridazin-4-yl]amino]cyclopentyl]carbamate